FC(C(F)F)(OC=1C=C(OC2=C(C=CC=C2)/C(/C(=O)OC)=C\OC)C=CC1)F (E)-methyl 2-(2-(3-(1,1,2,2-tetrafluoroethoxy) phenoxy) phenyl)-3-methoxyacrylate